(S)-5-{9-[(2R,3R,4S,5R)-3,4-Dihydroxy-5-(hydroxymethyl)tetrahydrofur-2-yl]-6-oxo-1,9-dihydropurin-2-ylamino}-4-amino-5-oxovaleramide O[C@H]1[C@@H](O[C@@H]([C@H]1O)CO)N1C=2N=C(NC(C2N=C1)=O)NC([C@H](CCC(=O)N)N)=O